C(C1=CC=C(C(=O)OCC(CCC)C)C=C1)(=O)OCCCCCC (n-hexyl) (2-methylpentyl) terephthalate